3-((5-(benzyloxy)-2H-indazol-2-yl)methyl)-azetidine-1-carboxylic acid tert-butyl ester C(C)(C)(C)OC(=O)N1CC(C1)CN1N=C2C=CC(=CC2=C1)OCC1=CC=CC=C1